(2R,3R)-2-amino-N-(5-cyclopropyl-6-(4-ethynyl-2-hydroxyphenyl)pyridazin-3-yl)-3-hydroxybutanamide N[C@@H](C(=O)NC=1N=NC(=C(C1)C1CC1)C1=C(C=C(C=C1)C#C)O)[C@@H](C)O